5-[2-methyl-5-[[(1S,5R,7s)-9-methyl-3-oxa-9-azabicyclo[3.3.1]nonan-7-yl]oxy]-4-pyridyl]-N-[5-(trifluoromethyl)-2-pyridyl]pyrazolo[1,5-a]pyridin-2-amine CC1=NC=C(C(=C1)C1=CC=2N(C=C1)N=C(C2)NC2=NC=C(C=C2)C(F)(F)F)OC2C[C@@H]1COC[C@H](C2)N1C